[Ni].FCCOC[C@@H]1[C@H](C1)COC1=C(C=CC(=N1)C(=O)N[C@H](CO)CC(C)C)N1CC(C1)OC 6-({(1S,2S)-2-[(2-fluoroethoxy)methyl]cyclopropyl}methoxy)-N-[(2S)-1-hydroxy-4-methylpent-2-yl]-5-(3-methoxyazetidin-1-yl)pyridine-2-carboxamide Nickel